FC(C1=NN=C(O1)C=1C=CC(=NC1)CN1C(N(C2=C1C=C(C(=C2)C=2C=NC=CC2)F)C2CCN(CC2)C)=O)F 1-((5-(5-(difluoromethyl)-1,3,4-oxadiazole-2-yl)pyridine-2-yl)methyl)-6-fluoro-3-(1-methylpiperidine-4-yl)-5-(pyridine-3-yl)-1,3-dihydro-2H-benzo[d]imidazole-2-one